tert-butyl (1r,5s)-8-(6-benzyl-4-cyano-3-((1-(((methylsulfonyl) oxy) methyl) cyclopropyl) methoxy)-5,6,7,8-tetrahydro-2,6-naphthyridin-1-yl)-3,8-diazabicyclo[3.2.1]octane-3-carboxylate C(C1=CC=CC=C1)N1CC=2C(=C(N=C(C2CC1)N1[C@H]2CN(C[C@@H]1CC2)C(=O)OC(C)(C)C)OCC2(CC2)COS(=O)(=O)C)C#N